C(C1=C(C(=CC(=C1)C)C(C)(C)C)O)C1=C(C(=CC(=C1)C)C(C)(C)C)O Methylenebis(4-methyl-6-tert-butylphenol)